ClC=1C2=CN(N=C2C=CC1C1=CNC2=C1C=1N(C(=N2)N2CC3COCC(C2)N3)C=CN1)C 7-(9-(4-chloro-2-methyl-2H-indazol-5-yl)-7H-imidazo[1,2-c]pyrrolo[3,2-e]pyrimidin-5-yl)-3-oxa-7,9-diazabicyclo[3.3.1]nonane